N1CC(C1)C(C)(C)N1CCC2(CC1)C(N(C=1C2=C2C(=NC1)NC(=C2C=2C=C1C=NN(C1=CC2)C)C=2C=NN(C2)C)C)=O 1'-(2-(azetidin-3-yl)propan-2-yl)-6-methyl-1-(1-methyl-1H-indazol-5-yl)-2-(1-methyl-1H-pyrazol-4-yl)-3,6-dihydro-7H-spiro[dipyrrolo[2,3-b:3',2'-d]pyridine-8,4'-piperidin]-7-one